2-chloro-5-(1H-pyrrole-1-yl)pyridine ClC1=NC=C(C=C1)N1C=CC=C1